3'-O-methoxymethyl-thymidine COCO[C@H]1C[C@@H](O[C@@H]1CO)N1C(=O)NC(=O)C(C)=C1